C(=O)C=1C=C2CCN(CC2=CC1)C(=O)OCC1=CC=CC=C1 benzyl 6-formyl-3,4-dihydro-1H-isoquinoline-2-carboxylate